CC1(CCC=2C(=NNC2C1)C=1NC2=CC(=CC=C2C1)C(=O)N1[C@@H](CN(CC1)CC1CCN(CC1)C1=CC=C(C=N1)C1C(NC(CC1)=O)=O)C)C 3-(6-(4-(((R)-4-(2-(6,6-dimethyl-4,5,6,7-tetrahydro-1H-indazol-3-yl)-1H-indole-6-carbonyl)-3-methylpiperazin-1-yl)methyl)piperidin-1-yl)pyridin-3-yl)piperidine-2,6-dione